C(#N)C=1C=CC2=C(N(C=N2)CC2=CC=C(C=C2)P(O)(O)=O)C1 (4-((6-cyano-1H-benzo[d]imidazol-1-yl)methyl)phenyl)phosphonic acid